NC1=C(C=2C(=NC(=C(N2)C)C)N1C1=C(C(=CC=C1C)O)C)C(=O)N R-6-amino-5-(3-hydroxy-2,6-dimethyl-phenyl)-2,3-dimethyl-pyrrolo[2,3-b]pyrazine-7-carboxamide